7-morpholino-2-(1H-pyrazol-4-yl)-5-(3-(m-tolyl)-1H-pyrazol-1-yl)furo[3,2-b]pyridine O1CCN(CC1)C1=C2C(=NC(=C1)N1N=C(C=C1)C=1C=C(C=CC1)C)C=C(O2)C=2C=NNC2